1-(6Z,9Z,12Z-octadecatrienoyl)-2-(15Z-tetracosenoyl)-sn-glycero-3-phosphocholine C(C=CC=C\C=C/CCCCCCCCCCC)(=O)OC[C@@H](OC(C=CCCCCCCCCCCCCCCCCCCCCC)=O)COP(=O)([O-])OCC[N+](C)(C)C